C[C@H]1N(CCOC1)C=1C=C(C=2N(N1)C(=NC2C)C2=CC(=NN2)C)C2=CC=NN2C (R)-3-methyl-4-(5-methyl-4-(1-methyl-1H-pyrazol-5-yl)-7-(3-methyl-1H-pyrazol-5-yl)imidazo[1,5-b]pyridazin-2-yl)morpholine